S1C(=CC=C1CC=O)C=1SC=CC1 [2,2'-bithiophene]-5-acetaldehyde